ClC1=C(C=CC=C1)[C@H]1CC[C@H](N1C(=O)C1=CC=C(C=C1)C1=C(C=CC=C1)N(C)C)C(=O)O (2S,5R)-5-(2-chlorophenyl)-1-(2'-(dimethylamino)-[1,1'-biphenyl]-4-carbonyl)pyrrolidine-2-carboxylic acid